5-(2,3-dihydro-1,4-benzodioxin-6-yl)-1-methyl-imidazole O1CCOC2=C1C=CC(=C2)C2=CN=CN2C